(3,5-bis(trifluoromethyl)phenyl)phosphine (3R)-Ethyl-3-(1,4-dimethyl-1H-benzo[d][1,2,3]triazol-5-yl)-3-(3-(hydroxymethyl)-4-methylphenyl)-2-methylpropanoate C(C)OC(C([C@H](C1=CC(=C(C=C1)C)CO)C1=C(C2=C(N(N=N2)C)C=C1)C)C)=O.FC(C=1C=C(C=C(C1)C(F)(F)F)P)(F)F